C(CCCCCCC\C=C/CCCCCCCC)(=O)N[C@@H](CCCNC(N)=N)C(=O)O Oleoyl-L-arginine